7-((5-(2-Oxo-2,3-dihydrobenzo[d]oxazol-6-yl)pyridin-3-yl)amino)-3,4-dihydroquinoline-1(2H)-carboxylic acid tert-butyl ester C(C)(C)(C)OC(=O)N1CCCC2=CC=C(C=C12)NC=1C=NC=C(C1)C1=CC2=C(NC(O2)=O)C=C1